C(C)C=1N=C(SC1)C(CC1=CC=C(C=C1)[N+](=O)[O-])NC([C@@H](CC1=CC=CC=C1)C1=CC=CC=C1)=O (S)-N-[1-(4-ethylthiazol-2-yl)-2-(4-nitrophenyl)ethyl]-2,3-Diphenylpropionamide